ClC1=NN(C2=CC=C(C=C12)C(=O)N(C)[C@@H]1COCC=2NC(C=3C=C(C(=CC3C21)F)F)=O)C(F)F (S)-3-Chloro-N-(8,9-difluoro-6-oxo-1,4,5,6-tetrahydro-2H-pyrano[3,4-c]isoquinolin-1-yl)-1-(difluoromethyl)-N-methyl-1H-indazole-5-carboxamide